CS(=O)(=O)CCC#N 3-methanesulfonyl-propionitrile